2-[4-(difluoromethylsulfanyl)-2-fluoroanilino]-3,4-difluoro-5-[[3-fluoro-2-(methylsulfamoylamino)pyridin-4-yl]methyl]benzamide FC(F)SC1=CC(=C(NC2=C(C(=O)N)C=C(C(=C2F)F)CC2=C(C(=NC=C2)NS(NC)(=O)=O)F)C=C1)F